C(CCCCCCCCCC=CCC)CC(=O)O.CS(=O)(=O)N methylsulfonamide tetradec-11-en-1-yl-acetate